C(C)(C)OC=1C=C(CC=2N(C=3C(=C4CC[C@@H](N(C4=CC3)C(=O)OC)C)N2)C2CC3(CNC3)C2)C=CC1 methyl (S)-2-(3-isopropoxybenzyl)-7-methyl-3-(2-azaspiro[3.3]heptan-6-yl)-3,7,8,9-tetrahydro-6H-imidazo[4,5-f]quinoline-6-carboxylate